OC1=CC2=C(N=C(S2)C=2SC3(CN2)CCCCCC3)C=C1 2-(6-Hydroxybenzo[d]thiazol-2-yl)-1-thia-3-azaspiro[4.6]undec-2-en